OC(CSN1SC(=CN1)SCCO)CC(CCC[Si](OC)(OC)OC)=O 2-[2-hydroxy-4-oxo-7-(trimethoxysilyl)heptylthio]-5-(2-hydroxyethylthio)thiadiazole